2-(Piperidin-4-ylmethyl)hexahydrocyclopenta[c]pyrrol-1(2H)-one tert-butyl-3-(piperidin-1-yl)pyrrolidine-1-carboxylate C(C)(C)(C)OC(=O)N1CC(CC1)N1CCCCC1.N1CCC(CC1)CN1C(C2C(C1)CCC2)=O